ClC1=CC=C(C=C1)NC(=O)N1[C@H](CCC1)C(=O)NC1=CC=C(C=C1)C1=CC=C(C=C1)C(=O)[O-].[NH4+] ammonium 4'-({1-[(4-chlorophenyl)carbamoyl]-D-prolyl}amino)[1,1'-biphenyl]-4-carboxylate